4-(2-chlorophenyl)-7-(2-propanyloxy)-2-(2-(2-propenoyl)-2,6-diazaspiro[3.4]octan-6-yl)-3-quinolinecarbonitrile ClC1=C(C=CC=C1)C1=C(C(=NC2=CC(=CC=C12)OC(C)C)N1CC2(CN(C2)C(C=C)=O)CC1)C#N